5-(m-tolyl)thiazol-2-amine C1(=CC(=CC=C1)C1=CN=C(S1)N)C